CC1=CC=C(C=C1)C1=C(C(=CC=C1)N)N (4-methylphenyl)benzene-1,2-diamine